N-(3-Phenoxypropyl)-1H-benzo[d]imidazole-1-carboxamide O(C1=CC=CC=C1)CCCNC(=O)N1C=NC2=C1C=CC=C2